OC1=CC=C(C=C1)\C=C/1\C(NC2=CC(=C(C=C12)OC)OC)=O (3E)-3-[(4-hydroxyphenyl)methylene]-5,6-dimethoxy-1H-indol-2-one